C(C)OC(=O)C1=NC(=CC=C1NC(CC#N)=O)C 3-[(2-cyanoacetyl)amino]-6-methylpyridine-2-carboxylic acid ethyl ester